2-[[3,4-dihydro-1-oxo-3-methyl-4,8-dihydroxy-5-chloro-1H-2-benzopyran-7-yl]carbonylamino]-3-phenylpropionic acid O=C1OC(C(C2=C1C(=C(C=C2Cl)C(=O)NC(C(=O)O)CC2=CC=CC=C2)O)O)C